C1(CC1)C=1C(=NN2C1C(NC(=C2)C2=CC(=C(C=C2)F)C)=O)C(=O)O 3-Cyclopropyl-6-(4-fluoro-3-methylphenyl)-4-oxo-4,5-dihydropyrazolo[1,5-a]pyrazine-2-carboxylic acid